CN(C)CC=1C=CC2=C(N=C(O2)NC2=NC3=C(N2C2=CC=CC=C2)C=CC(=C3)F)C1 5-[(dimethylamino)methyl]-N-(5-fluoro-1-phenyl-1H-1,3-benzodiazol-2-yl)-1,3-benzoxazol-2-amine